4-[[3-(trifluoromethyl)phenyl]methyl]pyrazolo[1,5-a]pyridine-3-carboxylic acid FC(C=1C=C(C=CC1)CC=1C=2N(C=CC1)N=CC2C(=O)O)(F)F